6-(3,5-difluoro-4-((4-hydroxytetrahydro-2H-pyran-4-yl)methoxy)phenyl)-4-(((3S,5S)-5-fluoropiperidin-3-yl)amino)pyrido[3,2-d]pyrimidine-8-carboxamide FC=1C=C(C=C(C1OCC1(CCOCC1)O)F)C=1C=C(C=2N=CN=C(C2N1)N[C@@H]1CNC[C@H](C1)F)C(=O)N